4-methoxymethyl-11,11-dimethyl-8-methylenebicyclo[7.2.0]undec-4-ene COCC=1CCC2C(CC2C(CCC1)=C)(C)C